CC(C(=O)OC[C@]1(O[C@H]([C@H]([C@@H]1O)F)N1C(N=C(C(=C1)F)N)=O)CCl)C [(2R,3R,4S,5R)-5-(4-amino-5-fluoro-2-oxopyrimidin-1-yl)-2-(chloromethyl)-4-fluoro-3-hydroxyoxolan-2-yl]methyl 2-methylpropanoate